2-{[4-(aminomethyl)pyridin-3-yl]oxy}-N,N-dimethylethan-1-amine NCC1=C(C=NC=C1)OCCN(C)C